C(C)(C)(C)OC(=O)N1[C@@H]([C@@H]([C@H](C1)OC(=O)OC(C)(C)C)OC(CC[C@@H]1N(CCN(C1)C(=O)OC(C)(C)C)C(=O)OC(C)(C)C)=O)CC1=CC=C(C=C1)OC 1,4-di-tert-butyl (2S)-2-(3-{[(2R,3S,4S)-1-(tert-butoxycarbonyl)-4-[(tert-butoxycarbonyl)oxy]-2-[(4-methoxyphenyl) methyl]pyrrolidin-3-yl]oxy}-3-oxopropyl)piperazine-1,4-dicarboxylate